(2S)-(1R,2R,4S,5S)-9-methyl-3-oxa-9-azatricyclo[3.3.1.02,4]nonan-7-yl-3-hydroxy-2-phenylpropionate hydrobromide trihydrate O.O.O.Br.CN1[C@H]2[C@@H]3O[C@H]3[C@@H]1CC(C2)OC([C@@H](CO)C2=CC=CC=C2)=O